tert-butyl N-[5-[(3-hydroxy-2-methyl-phenyl)carbamoyl] thiazol-2-yl]carbamate OC=1C(=C(C=CC1)NC(=O)C1=CN=C(S1)NC(OC(C)(C)C)=O)C